NCCCC=1C(=NC=CC1)C(=O)OC methyl 3-(3-aminopropyl)-2-pyridinecarboxylate